FC(COC([O-])=O)F 2,2-Difluoroethylcarbonate